(R)-1-(3-bromo-4-fluoro-5-(trimethylsilyl)pyridin-2-yl)pent-4-en-1-amine BrC=1C(=NC=C(C1F)[Si](C)(C)C)[C@@H](CCC=C)N